C[Si](OCCCCC)(OCCCCC)OCCCCC methyltripentoxysilane